ClC=1C=CC2=C(N=C(O2)C2CC3(CC(C3)NC(=O)C=3OC(=CC3)[S@](=O)CC3CC3)C2)C1 N-[6-(5-chloro-1,3-benzoxazol-2-yl)spiro[3.3]Heptane-2-yl]-5-[(R)-cyclopropylmethylsulfinyl]Furan-2-carboxamide